(S)-4-cyclopropyl-9-(4-fluorobenzyl)-2-methyl-1-oxa-4,9-diazaspiro[5.5]undecan-3-one C1(CC1)N1C([C@@H](OC2(C1)CCN(CC2)CC2=CC=C(C=C2)F)C)=O